ClC1=C(C=CC(=C1)F)[C@@H]1N=C(NC(=C1C(=O)OC)CN1CC2N(CC1)C(NC2=O)=O)C=2SC=CN2 methyl (4R)-4-(2-chloro-4-fluoro-phenyl)-6-[(1,3-dioxo-5,6,8,8a-tetrahydroimidazo[1,5-a]pyrazin-7-yl)methyl]-2-thiazol-2-yl-1,4-dihydropyrimidine-5-carboxylate